rac-(6S)-6-tert-butyl-N-[rac-(1R)-1-[4-(2-methylpyrazol-3-yl)phenyl]-3-(1-piperidyl)propyl]-5,6,7,8-tetrahydrothieno[2,3-b]quinoline-2-carboxamide C(C)(C)(C)[C@@H]1CC=2C=C3C(=NC2CC1)SC(=C3)C(=O)N[C@H](CCN3CCCCC3)C3=CC=C(C=C3)C=3N(N=CC3)C |r|